BrC1=CC(=C(C=C1)N1C=NN(C1=O)CO)F (4-(4-bromo-2-fluorophenyl)-5-oxo-4,5-dihydro-1H-1,2,4-triazol-1-yl)methanol